ClC1=C(C=CC(=C1)C#N)B1OC(C)(C)C(C)(C)O1 2-chloro-4-cyanophenylboronic acid pinacol ester